8-(2-adamantyloxycarbonylmethyloxycarbonyl)-tetracyclo[4.4.0.12,5.17,10]-3-dodecene C12C(C3CC(CC(C1)C3)C2)OC(=O)COC(=O)C2C3C1C4C=CC(C1C(C2)C3)C4